(4-fluorophenyl)(phenyl)methanol FC1=CC=C(C=C1)C(O)C1=CC=CC=C1